N-arachidonoyl-glycine C(CCC\C=C/C\C=C/C\C=C/C\C=C/CCCCC)(=O)NCC(=O)O